CN(C=1SC(=C(N1)C(F)(F)F)C(=O)NCC1=CC(=CC=C1)OC(F)(F)F)C1CCOCC1 2-(Methyl-tetrahydro-pyran-4-yl-amino)-4-(trifluoromethyl)-N-[[3-(trifluoromethyloxy)-phenyl]-methyl]-thiazole-5-carboxylic acid amide